Cl.C12(CC1)C(NC1=CC=CC=C1C2)=O spiro[1,4-dihydroquinoline-3,1'-cyclopropane]-2-one hydrochloride